C(C(=C)C)(=O)OCCC[Si](OCC)(OCC)OCC 3-(Triethoxy silyl)propyl methacrylate